5-methyl-4-(methylthio)-2-phenylthieno[2,3-d]pyrimidine-6-carboxylic acid ethyl ester C(C)OC(=O)C1=C(C2=C(N=C(N=C2SC)C2=CC=CC=C2)S1)C